3-bromo-N,N-dimethyl-1-propylamine BrCCCN(C)C